6,7-dichloro-1,5-dihydroimidazo-[2,1-b]quinazolin-2(3H)-one ClC1=C2CN3C(=NC2=CC=C1Cl)NC(C3)=O